N[C@@]1(C(CCCC1)=O)C1=CC=CC=C1 (R)-2-amino-2-phenyl-cyclohexan-1-one